(8-((4-(ethylamino)-3-(trifluoromethyl)-1H-pyrrolo[2,3-b]pyridin-6-yl)amino)-2,3-dihydrobenzo[b][1,4]dioxin-5-yl)(morpholino)methanone C(C)NC1=C2C(=NC(=C1)NC1=CC=C(C3=C1OCCO3)C(=O)N3CCOCC3)NC=C2C(F)(F)F